C(C)(C)(C)N(C([O-])=O)[C@H](/C=N/OCC(=O)N1[C@@H](CN(CC1)C1=NC=C(C=C1)C#N)C)C.FC([O+]1C(=C(C=C1)CC1=CC=CC=C1)CC1=CC=CC=C1)(F)F O-trifluoromethyldibenzyl-furanium tert-butyl-((S,E)-1-((2-((R)-4-(5-cyanopyridin-2-yl)-2-methylpiperazin-1-yl)-2-oxoethoxy)imino)propan-2-yl)carbamate